C1=C2C(=C3N(C2=CC=C1)CCCCC3)C(=O)O 7,8,9,10-tetrahydro-6H-azepino[1,2-a]indole-11-carboxylic acid